Cl.CN1CCN(CC1)C1=CC=C(C=C1)C(C)N1C2=CC=CC=C2SC=2C=CC=CC12 N-(1-(4-(4-methylpiperazin-1-yl)phenyl)ethyl)-10H-phenothiazine hydrochloride